C1(=CC=CC=C1)CCC(C(=O)O)OC 4-phenyl-methoxybutanoic acid